ClC=1C=CC2=C(CC(CC=3N2C(=NN3)[C@@H]3CC[C@H](CC3)OC3=NC=CC=C3)CC(=O)[O-])C1 8-Chloro-1-[trans-4-(pyridin-2-yloxy)cyclohexyl]-5,6-dihydro-4H-[1,2,4]triazolo[4,3-a][1]benzazepin-5-ylacetat